N1(CCC1)C(=O)N1[C@H]([C@H](C(C1)(F)F)NS(=O)(=O)C)CC=1C(=C(C=CC1)C1=CC(=CC=C1)F)F N-{(2S,3R)-1-(azetidine-1-carbonyl)-2-[(2,3'-difluoro[1,1'-biphenyl]-3-yl)methyl]-4,4-difluoropyrrolidin-3-yl}methane-sulfonamide